BrC=1SC=2NC(N(C(C2C1C)=O)C(C(=O)OC(C)(C)C)(C)C)=O tert-Butyl 2-(2-bromo-3-methyl-4,6-dioxo-1-thia-5,7-diaza-5,7-dihydroinden-5-yl)-2-methylpropionate